tert-butyl ((3S,4S)-8-(5-((8-chloro-2-(4-nitrophenyl)imidazo[1,2-a]pyridin-7-yl)thio)-3-(hydroxymethyl)-6-methylpyrazin-2-yl)-3-methyl-2-oxa-8-azaspiro[4.5]decan-4-yl)carbamate ClC=1C=2N(C=CC1SC=1N=C(C(=NC1C)N1CCC3([C@@H]([C@@H](OC3)C)NC(OC(C)(C)C)=O)CC1)CO)C=C(N2)C2=CC=C(C=C2)[N+](=O)[O-]